2-iodo-4,4,5,5,5-pentafluoro-2-penten-1-ol IC(CO)=CC(C(F)(F)F)(F)F